4-dimethylamino-2'-hydroxy-4'-methoxy-3'-(piperidin-1-yl)methyl-chalcone CN(C1=CC=C(C=C1)\C=C\C(=O)C1=C(C(=C(C=C1)OC)CN1CCCCC1)O)C